BrC=1C(=CC(=NC1)C)Cl 5-Bromo-4-chloro-2-methyl-pyridine